[Ir+3].C1(=CC=CC=C1)C1=NC=[NH+]C(=C1)C1=CC=CC=C1.C1(=CC=CC=C1)C1=NC=[NH+]C(=C1)C1=CC=CC=C1 bis(4,6-diphenylPyrimidinium) iridium (III)